Hexapropylenglycol dimethacrylat C(C(=C)C)(=O)OC(C)COC(C)COC(C)COC(C)COC(C)COC(C)COC(C(=C)C)=O